BrC=1C=NC=C(/C=N/O)C1 (E)-5-Bromonicotinaldehyde oxime